NC(CN1N=C(C2=C(C(=CC(=C12)Br)NC(C1=CC(=CC(=C1)C(F)(F)F)F)=O)OC1=C(C=CC(=C1)F)Cl)N1C(C2=CC=CC=C2C1=O)=O)=O N-(1-(2-amino-2-oxoethyl)-7-bromo-4-(2-chloro-5-fluorophenoxy)-3-(1,3-dioxoisoindolin-2-yl)-1H-indazol-5-yl)-3-fluoro-5-(trifluoromethyl)benzamide